tert-butyl (2-fluoro-4-(1,2,4,5-tetrazin-3-yl)phenyl)carbamate FC1=C(C=CC(=C1)C=1N=NC=NN1)NC(OC(C)(C)C)=O